1-p-methoxybenzyl-1,2,3-triazole COC1=CC=C(CN2N=NC=C2)C=C1